C(CCCCC)C1C(O1)CC(=O)O 2-(3-hexyloxirane-2-yl)acetic acid